tert-butyl N-[3-[5-amino-1-(1-methylpyrazol-3-yl)-3-(trifluoromethyl)pyrazol-4-yl]cyclohex-3-en-1-yl]carbamate NC1=C(C(=NN1C1=NN(C=C1)C)C(F)(F)F)C=1CC(CCC1)NC(OC(C)(C)C)=O